5-[aziridin-1-yl]-2,4-dinitrobenzamide N1(CC1)C=1C(=CC(=C(C(=O)N)C1)[N+](=O)[O-])[N+](=O)[O-]